Ethyl 2-{[(1,2,3,5,6,7-hexahydro-s-indacen-4-yl)-carbamoyl]oxy}-3-(pyridazin-3-yl)propanoate C1CCC2=C(C=3CCCC3C=C12)NC(=O)OC(C(=O)OCC)CC=1N=NC=CC1